2-(2-fluorophenyl)-2-(methylamino)cyclohexan-1-one FC1=C(C=CC=C1)C1(C(CCCC1)=O)NC